BrC1=C(OCC2COC2)C=C(C=C1)[N+](=O)[O-] 3-[(2-bromo-5-nitrophenoxy)methyl]oxetane